C(C)(C)(C)OC(=O)N1[C@@H](C[C@H](C1)NS(=O)(=O)C1=CC(=C(C=C1)F)C#N)NC=O (2S,4R)-2-formylamino-4-((3-cyano-4-fluorophenyl)sulfonylamino)pyrrolidine-1-carboxylic acid tert-butyl ester